N-hexadecanoyl-proline C(CCCCCCCCCCCCCCC)(=O)N1[C@@H](CCC1)C(=O)O